C(C(=C)C)(=O)[O-].[NH4+].CN(CCS(=O)(=O)O)C dimethyl-taurine ammonium methacrylate